N-(β-aminoethyl)-γ-aminopropyl-methyl-trimethoxysilane NCCNCCCCO[Si](OC)(OC)C